(ethylamino)dimethallyl-silane C(C)N[SiH](CC(C)=C)CC(C)=C